C(C=C)C=1C=C(C=CC1O)C=1C(=CC=C(C1)CC=C)O 3',5-di-2-propenyl-2,4'-biphenyldiol